CYCLOHEPTA[B]PYRAN-2-ONE O1C2C(C=CC1=O)=CC=CC=C2